C(=O)C1=CC(=C(C(=O)OC)C=C1)OCOC methyl 4-formyl-2-(methoxymethoxy)benzoate